4-chloro-5-ethyl-6,7-dihydro-5H-cyclopenta[b]pyridine ClC1=C2C(=NC=C1)CCC2CC